1-trifluoromethyl-1H-pyrazole-4-carboxamide FC(N1N=CC(=C1)C(=O)N)(F)F